ClC1=CC=C(C=C1)N1N=NC(=C1)COC1=C(C=C(C=C1)/C=C/C(=O)C1=C(C=C(C=C1OC)OC)O)OC (E)-3-[4-[[1-(4-Chlorophenyl)triazol-4-yl]methoxy]-3-methoxyphenyl]-1-(2-hydroxy-4,6-dimethoxyphenyl)prop-2-en-1-one